NC1=NC=C(N=C1)Cl 2-amino-5-chloro-pyrazin